ethyl 1-[3-[(Z)-N-[(R)-tert-butylsulfinyl]-C-methylcarbonimidoyl]-2-fluoro-phenyl]cyclopropanecarboxylate C(C)(C)(C)[S@@](=O)\N=C(\C)/C=1C(=C(C=CC1)C1(CC1)C(=O)OCC)F